Lithium nickel oxid [Ni]=O.[Li]